2-(2,6-dioxopiperidin-3-yl)-3-oxo-6-phenylisoindoline-4-carbonitrile O=C1NC(CCC1N1CC=2C=C(C=C(C2C1=O)C#N)C1=CC=CC=C1)=O